methyl (S,E)-(1-((6-chloro-1-((4-fluoro-7-isobutyl-1H-pyrrolo[2,3-c]pyridin-2-yl)methyl)-2-oxo-1,2-dihydropyridin-3-yl)amino)-7-(dimethylamino)-1,7-dioxohept-5-en-2-yl)carbamate ClC1=CC=C(C(N1CC1=CC=2C(=C(N=CC2F)CC(C)C)N1)=O)NC([C@H](CC\C=C\C(=O)N(C)C)NC(OC)=O)=O